N1CCC2(CC1)OC1=CC=CC=C1CC2 3,4-dihydrospiro[chromene-2,4'-piperidine]